(9H-fluoren-9-yl)methyl (S)-(1-amino-3-(2,2-dimethyl-4H-benzo[d][1,3]dioxin-6-yl)-1-oxopropan-2-yl)carbamate NC([C@H](CC1=CC2=C(OC(OC2)(C)C)C=C1)NC(OCC1C2=CC=CC=C2C=2C=CC=CC12)=O)=O